FC=1C=C(C=CC1F)[AsH](O)=O 3,4-difluorophenylarsinic acid